NC1=C(C=C(C=C1)CC(=O)O)Br 2-(4-amino-3-bromo-phenyl)acetic acid